4-amino-7-propionyl-3-(pyrazolo[1,5-a]pyridin-6-ylidene)-1H-pyrazolo[4,3-c]pyridine NC1=NC=C(C2=C1C(NN2)=C2C=CC=1N(C2)N=CC1)C(CC)=O